ethyl 4-isopropyl-1,2,5-oxadiazole-3-carboxylate C(C)(C)C=1C(=NON1)C(=O)OCC